The molecule is an anionic C3 cyanine-type compound having indoleinine and dihydropyrano[3,2-g]quinoline groups at either end. It has a role as a fluorochrome. CCN1C2=CC3=C(C=C2C(=CC1(C)C)C)/C(=C/C=C/C4=[N+](C5=C(C4(C)CCCC(=O)O)C=C(C=C5)S(=O)(=O)[O-])CCCS(=O)(=O)[O-])/C=C(O3)C6=CC=CC=C6